FC1=C(C=C(C=C1)C=1C=C2C(=NC1)NC(N2CC2=NC=CC=C2C)=O)C 6-(4-fluoro-3-methyl-phenyl)-1-[(3-methyl-2-pyridyl)methyl]-3H-imidazo[4,5-b]pyridin-2-one